3'-Formyl-4'-hydroxy-[1,1'-biphenyl]-3-carboxylic acid methyl ester COC(=O)C=1C=C(C=CC1)C1=CC(=C(C=C1)O)C=O